{4-[(1,4-dioxaspiro[4.5]dec-8-yloxy)methyl]-1,3-thiazol-2-yl}carbamic acid tert-butyl ester C(C)(C)(C)OC(NC=1SC=C(N1)COC1CCC2(OCCO2)CC1)=O